N[C@H]1COC2=C(N(C1=O)CC(=O)O)C=CC=C2 (S)-3-amino-5-carboxymethyl-2,3-dihydro-1,5-benzoxazepin-4(5H)-one